O=C1CC(NC1)C(=O)O 4-oxopyrrolidine-2-carboxylic acid